N-(phenylsulfonyl)-4-aminobenzamide C1(=CC=CC=C1)S(=O)(=O)NC(C1=CC=C(C=C1)N)=O